NC=1SC2=C(N1)C=CC=C2 aminobenzo[d]thiazol